CC=1C(C2=CC=CC=C2C(C1C(C1=CC=CC=C1)=C1C(N(C2=CC=CC=C12)C)=O)=O)=O 2-methyl-3-((1-methyl-2-oxoindol-3-ylidene)(phenyl)methyl)naphthalene-1,4-dione